(R)-N-(1-(3-(1,1-difluoro-2-methoxyethyl)-2-fluorophenyl)ethyl)-2-methyl-6-(2-oxa-6-azaspiro[3.3]heptan-6-yl)-8,9-dihydro-7H-cyclopenta[h]quinazolin-4-amine FC(COC)(F)C=1C(=C(C=CC1)[C@@H](C)NC1=NC(=NC2=C3C(=C(C=C12)N1CC2(COC2)C1)CCC3)C)F